C(#N)[C@H](C[C@H]1C(NCC1)=O)NC(=O)[C@H]1N(CC2(CCC2)C1)C(=O)C=1NC2=CC=CC(=C2C1)OC (7S)-N-[(1S)-1-cyano-2-[(3S)-2-oxopyrrolidin-3-yl]ethyl]-6-(4-methoxy-1H-indole-2-carbonyl)-6-azaspiro[3.4]octane-7-carboxamide